C1(CC1)[C@H](C(F)(F)F)NC1=CC(=C(C=N1)C1=C(N=C(S1)C(=O)N[C@H](C)C(C)(C)O)C(=O)N1[C@H](CCC1)C)C(F)F 5-(6-(((R)-1-cyclopropyl-2,2,2-trifluoroethyl)amino)-4-(difluoromethyl)pyridin-3-yl)-N-((R)-3-hydroxy-3-methylbut-2-yl)-4-((S)-2-methylpyrrolidine-1-carbonyl)thiazole-2-carboxamide